N1C=C(C2=CC=CC=C12)CC1N(CCC2=CC(=C(C=C12)OC)OC)C(=O)C1CCOCC1 (1-((1H-indol-3-yl)methyl)-6,7-dimethoxy-3,4-dihydroisoquinolin-2(1H)-yl)(tetrahydro-2H-pyran-4-yl)-methanone